ClC1=C(C=C2C(=NC(N3C2=C1SC[C@@H]3COCCOC)=O)O)C(F)(F)F (S)-10-chloro-7-hydroxy-3-((2-methoxyethoxy)methyl)-9-(trifluoromethyl)-2H-[1,4]thiazino[2,3,4-ij]quinazolin-5(3H)-one